2-(2-chloro-4-((5-oxo-4-(4-(trifluoromethyl)phenyl)-4,5-dihydro-1H-1,2,4-triazol-1-yl)methyl)phenoxy)-2-methylpropanoic acid ClC1=C(OC(C(=O)O)(C)C)C=CC(=C1)CN1N=CN(C1=O)C1=CC=C(C=C1)C(F)(F)F